[C-]#N.C(CCCCCCCC)[N+]1=CC=C(C=C1)CCCC 1-nonyl-4-butylpyridinium cyanide salt